(2R,5S)-2-(1-(4-bromophenyl)-3-(5-fluoropyridin-2-yl)-1H-pyrazol-4-yl)-5-methyl-3-(2-(2-oxoindolin-5-yl)ethyl)oxazolidin-4-one BrC1=CC=C(C=C1)N1N=C(C(=C1)[C@H]1O[C@H](C(N1CCC=1C=C2CC(NC2=CC1)=O)=O)C)C1=NC=C(C=C1)F